2-(4,5-dichloro-1H-imidazol-1-yl)acetic acid ClC=1N=CN(C1Cl)CC(=O)O